FC=1C=C(C=CC1OC)C=1N=C2N(C(C1)=O)C=C(C=C2)N2C[C@@H]([C@H](C2)O)N2CCCC2 2-(3-fluoro-4-methoxyphenyl)-7-[(3's,4's)-4'-hydroxy-1,3'-bipyrrolidin-1'-yl]-4H-pyrido[1,2-a]pyrimidin-4-one